ClC1=NC=C(C(=C1)N1C[C@H]([C@@H](CC1)OC)NC(OC(C)(C)C)=O)I tert-butyl N-[(3R,4R)-1-(2-chloro-5-iodo-4-pyridyl)-4-methoxy-3-piperidyl]carbamate